C1(=CC=CC=C1)N(N)C1=CC=CC=C1 N-phenylphenylhydrazine